ammonium 2-({4-[2-(5-cyanopyridin-2-yl)-2-methyl-1,3-benzodioxol-4-yl] piperidin-1-yl}methyl)-1-(2-methoxyethyl)-1H-benzimidazole-6-carboxylate C(#N)C=1C=CC(=NC1)C1(OC2=C(O1)C=CC=C2C2CCN(CC2)CC2=NC1=C(N2CCOC)C=C(C=C1)C(=O)[O-])C.[NH4+]